(2-((1-(1-(cyclopropanecarbonyl)piperidin-4-yl)-1H-pyrazol-4-yl)amino)-5-methylpyrimidin-4-yl)picolinic acid methyl ester COC(C1=NC=CC=C1C1=NC(=NC=C1C)NC=1C=NN(C1)C1CCN(CC1)C(=O)C1CC1)=O